4-isobutyl-2-methylpiperazin C(C(C)C)N1CC(NCC1)C